3-(2-(2,5-dioxo-2,5-dihydro-1H-pyrrol-1-yl)ethoxy)propionic acid O=C1N(C(C=C1)=O)CCOCCC(=O)O